5-[4-([[(2R,3S)-3-[(tert-butoxycarbonyl)amino]-5-carbamoylpentan-2-yl]oxy]methyl)-3-fluorophenyl]pentanoic acid C(C)(C)(C)OC(=O)N[C@H]([C@@H](C)OCC1=C(C=C(C=C1)CCCCC(=O)O)F)CCC(N)=O